C(CCCCCCCCCCC)(=O)OCCCCCCCCCCCCCCCCCCC nonadecanol laurate